2-aminododecanedioic acid NC(C(=O)O)CCCCCCCCCC(=O)O